C(C)OC1(CN(C1)C1=NC(=CC2=C1N=C(N=C2)NC2=C(C=C(C=C2)C2=NN=CN2C)OCC)C)C(C)C 8-(3-ethoxy-3-isopropylazetidin-1-yl)-N-(2-ethoxy-4-(4-methyl-4H-1,2,4-triazol-3-yl)phenyl)-6-methylpyrido[3,4-d]pyrimidin-2-amine